(S)-2,2,2-trifluoroethyl 2-((2-methylbenzyl) (3-methylbutan-2-yl)amino)-2-oxoacetate CC1=C(CN(C(C(=O)OCC(F)(F)F)=O)[C@@H](C)C(C)C)C=CC=C1